(3-(2-chloro-4-(trifluoromethyl)phenoxy)-2-nitrophenyl)(5-hydroxy-1,3-dimethyl-1H-pyrazol-4-yl)methanone ClC1=C(OC=2C(=C(C=CC2)C(=O)C=2C(=NN(C2O)C)C)[N+](=O)[O-])C=CC(=C1)C(F)(F)F